N-(3-((3,5-dimethyl-4-oxo-3,4-dihydroquinazolin-6-yl)amino)-2,4,5-trifluorophenyl)-N-((2-(trimethylsilyl)ethoxy)methyl)propane-1-sulfonamide CN1C=NC2=CC=C(C(=C2C1=O)C)NC=1C(=C(C=C(C1F)F)N(S(=O)(=O)CCC)COCC[Si](C)(C)C)F